2-(4-(3-amino-3-oxopropyl)phenyl)-2-methylpropanoic acid methyl ester COC(C(C)(C)C1=CC=C(C=C1)CCC(=O)N)=O